N1N=CC(=C1)C1=C(C=CC=C1)C1=C(C=C2C(=NC=NC2=C1)N1CCN(CC1)C(C=C)=O)Cl 1-(4-(7-(2-(1H-pyrazol-4-yl)phenyl)-6-chloroquinazolin-4-yl)piperazin-1-yl)prop-2-en-1-one